[F-].C(CC)[N+](CCC)(CCC)CCC tetrapropylammonium fluoride